4-[[3-(4-methoxyphenyl)imidazo[1,2-a]pyrazin-8-yl]amino]-2-methyl-N-[2-[2-(4-methyl-piperazin-1-yl)-2-oxoethyl]ethyl]benzamide COC1=CC=C(C=C1)C1=CN=C2N1C=CN=C2NC2=CC(=C(C(=O)NCCCC(=O)N1CCN(CC1)C)C=C2)C